ClC1=NC(=NC(=N1)C1=CC=CC=C1)C1=CC=C(C=C1)C1=CC(=C(C=C1)C#N)C#N 4'-(4-chloro-6-phenyl-1,3,5-triazin-2-yl)-[1,1'-biphenyl]-3,4-dicarbonitrile